4-[trans-4-[[4-(tert-butoxycarbonylamino)cyclohexyl]amino]-3-[N'-(2-chloro-5-fluoro-phenyl)carbamimidoyl]pyrrolo[1,2-b]pyridazin-6-yl]-3-methyl-benzoic acid C(C)(C)(C)OC(=O)N[C@@H]1CC[C@H](CC1)NC=1C=2N(N=CC1C(N)=NC1=C(C=CC(=C1)F)Cl)C=C(C2)C2=C(C=C(C(=O)O)C=C2)C